C(C1=CC=CC=C1)(=O)OON1CCCC1 pyrrolidoxy benzoate